C(C)(C)(C)C=1C=C(C=CC1)C1=CC(=CC=C1)C1=NN=C2N1C1=CC(=CC=C1C(=N2)NC)Cl 3'-(tert-butyl)-[1,1'-biphenyl-3-yl]-8-chloro-N-methyl-[1,2,4]triazolo[4,3-a]quinazolin-5-amine